C(C1=CC=CC=C1)N(S(=O)(=O)C1=CC=C(C=C1)C1=CC=CC=C1)C1=CC(=C(C(=O)O)C=C1)O 4-(N-benzyl-[1,1'-biphenyl]-4-ylsulfonamido)-2-hydroxybenzoic acid